5-(2,8-dimethylimidazo[1,2-a]pyridin-6-yl)-2-(6-(1-ethylazetidin-3-yl)pyridazin-3-yl)phenylphenol hydrochloride Cl.CC=1N=C2N(C=C(C=C2C)C=2C=CC(=C(C2)C2=C(C=CC=C2)O)C=2N=NC(=CC2)C2CN(C2)CC)C1